1-(6-chloro-8-isoquinolinyl)-N-[2-(tributylstannylmethoxy)ethyl]methylamine ClC=1C=C2C=CN=CC2=C(C1)CNCCOC[Sn](CCCC)(CCCC)CCCC